5-(4-butyrylphenoxy)-10,15,20-tris(4-methylphenyl)porphyrin C(CCC)(=O)C1=CC=C(OC=2C3=CC=C(N3)C(=C3C=CC(C(=C4C=CC(=C(C=5C=CC2N5)C5=CC=C(C=C5)C)N4)C4=CC=C(C=C4)C)=N3)C3=CC=C(C=C3)C)C=C1